Zinc-Molybdenum [Mo].[Zn]